monoglyceryl linoleate C(CCCCCCC\C=C/C\C=C/CCCCC)(=O)OCC(O)CO